NCC#CCN(C1=C2CN(C(C2=CC=C1)=O)C1C(NC(CC1)=O)=O)CCCC 3-(4-((4-aminobut-2-yn-1-yl)(butyl)amino)-1-oxoisoindolin-2-yl)piperidine-2,6-dione